OC1=C(C=CC(=C1)C)C=1SC[C@@H](N1)C1SCC(N1C)C(=O)O 2-((R)-2-(2-hydroxy-4-methylphenyl)-4,5-dihydrothiazol-4-yl)-3-methylthiazolidine-4-carboxylic acid